FC(C(=O)O)(F)F.ClC=1C(=CC(=C(C1)S(=O)(=O)NC=1SC=CN1)F)NC1CCCC=2C=CN=CC12 5-chloro-2-fluoro-4-((5,6,7,8-tetrahydroisoquinolin-8-yl)amino)-N-(thiazol-2-yl)benzenesulfonamide 2,2,2-trifluoroacetate